C1(CCC1)N1N=C(C=C1)C 1-cyclobutyl-3-methyl-1H-pyrazole